2-methylthio-N6-threonylcarbamoyl-adenosine potassium [K].CSC=1N=C(C=2N=CN([C@H]3[C@H](O)[C@H](O)[C@@H](CO)O3)C2N1)NC(NC([C@@H](N)[C@H](O)C)=O)=O